ClC=1C=CC(=C(C1)O)OC1C(C=CC=C1)(Cl)Cl 5-chloro-2-(2,2-dichlorophenoxy)phenol